FC(OC1=C(C=CC(=C1)F)[C@@H]1C(O[C@@]([C@@H]1C)(C(F)(F)F)C)C(=O)O)F |r| rac-(3R,4R,5S)-3-[2-(difluoromethoxy)-4-fluoro-phenyl]-4,5-dimethyl-5-(trifluoromethyl)tetrahydrofuran-2-carboxylic acid